N1(CCC1)S(=O)(=O)NC1=C(C(=O)NC23CCC(CC2)(CC3)C#N)C=C(C=C1)C(F)(F)F 2-(azetidine-1-sulfonylamino)-N-(4-cyanobicyclo[2.2.2]oct-1-yl)-5-(trifluoromethyl)benzamide